C(C)C(CC(=O)NC(C(=O)O)CCN(CCCCC1=NC=2NCCCC2C=C1)CCOC1=NC=CC=C1)CC 2-(3-ethylpentanoylamino)-4-[2-(2-pyridyloxy)ethyl-[4-(5,6,7,8-tetrahydro-1,8-naphthyridin-2-yl)butyl]amino]butanoic acid